CN1N=CC2=CC(=CC=C12)NC1=NC=C2C(=N1)N(N(C2=O)CC=C)C2=NC(=CC=C2)NC2CCNCC2 6-[(1-methyl-1H-indazol-5-yl)amino]-1-{6-[(piperidin-4-yl)amino]pyridin-2-yl}-2-(prop-2-en-1-yl)-1H,2H,3H-pyrazolo[3,4-d]pyrimidin-3-one